C1(=CC=CC=C1)N1CC=NC2=C3C(=CC=C12)C=CC=C3 4-phenylbenzo[H]quinoxaline